OCC(COC)NC(=O)C=1C=NC2=C(C=CC=C2C1)C1=CCC2(CC2)CC1 N-(1-hydroxy-3-methoxypropan-2-yl)-8-(spiro[2.5]oct-5-en-6-yl)quinoline-3-carboxamide